ClC=1C=C(C=CC1)C1=CC=C(N1)C=1C(=NC=C(C1)C=1C=NN(C1)C1CCNCC1)N 3-(5-(3-chlorophenyl)Azol-2-yl)-5-(1-(piperidin-4-yl)-1H-pyrazol-4-yl)pyridin-2-amine